ClC1=CC(=CC(=N1)C=1CCN(CC1)C(=O)OC(C)(C)C)N1CC(C1)(F)F tert-butyl 6-chloro-4-(3,3-difluoroazetidin-1-yl)-3',6'-dihydro-2'H-[2,4'-bipyridine]-1'-carboxylate